di-tert-butyl hydroperoxide CC(C)(C)OOC(C)(C)C